O=C1NC(CCC1N1C(C2=CC=CC(=C2C1)SCCOCCOCCOCCOCCC(=O)O)=O)=O 1-((2-(2,6-dioxopiperidin-3-yl)-1-oxoisoindolin-4-yl)sulfanyl)-3,6,9,12-tetraoxapentadecane-15-oic acid